C(C)(C)(C)OC(=O)N1CCN(C2=CC=CC=C12)CC1=C(C=CC=C1)Cl 4-(2-chlorobenzyl)-3,4-dihydroquinoxaline-1(2H)-carboxylic acid tert-butyl ester